C[C@H]1[C@H](C1)N1C(C=CC=C1)=O ((1S,2R)-2-methylcyclopropyl)-2-oxo-1,2-dihydropyridin